[5-(3-benzyloxyphenyl)-1-methyl-1,2,4-triazol-3-yl]-[3-[3-[tert-butyl(dimethyl)silyl]oxypropyl]phenyl]methanol C(C1=CC=CC=C1)OC=1C=C(C=CC1)C1=NC(=NN1C)C(O)C1=CC(=CC=C1)CCCO[Si](C)(C)C(C)(C)C